tert-butyl 4-methyl-1,4-diazepane-1-carboxylate CN1CCN(CCC1)C(=O)OC(C)(C)C